2-(4-(6-((4-Cyano-2-fluorobenzyl)oxy)pyridin-2-yl)-2-fluorobenzyl)-1-((1-methylcyclopropyl)methyl)-1H-benzo[d]imidazole-6-carboxylic acid C(#N)C1=CC(=C(COC2=CC=CC(=N2)C2=CC(=C(CC3=NC4=C(N3CC3(CC3)C)C=C(C=C4)C(=O)O)C=C2)F)C=C1)F